4-Chloro-6-{[(2R,4S)-2-(cyanomethyl)piperidin-4-yl]oxy}pyrimidine-2-carbonitrile ClC1=NC(=NC(=C1)O[C@@H]1C[C@H](NCC1)CC#N)C#N